S1C(=CC=C1)C1=CC=CC1 thienylcyclopentadiene